NC1=NC(=C(C=2N1C(N(N2)CC=2N=COC2C)=O)C=2C=C1C=NNC1=C(C2)Cl)C2=CC=CC=C2 5-amino-8-(7-chloro-1H-indazol-5-yl)-2-[(5-methyloxazol-4-yl)methyl]-7-phenyl-[1,2,4]triazolo[4,3-c]pyrimidin-3-one